dimethyloctadecyl-[3-(trihydroxysilyl)propyl]ammonium chloride [Cl-].C[N+](CCC[Si](O)(O)O)(CCCCCCCCCCCCCCCCCC)C